NC1=C2C(=NC=N1)N(N=C2C2=CC=C(C=C2)OC2=CC=CC=C2)C(C=CC=O)N2CCOCC2 4-(4-amino-3-(4-phenoxyphenyl)-1H-pyrazolo[3,4-d]pyrimidin-1-yl)-4-morpholinobut-2-en-1-one